(R)-N-(1-(1-(4,4-difluorocyclohexane-1-carbonyl)-2,3-dihydro-1H-indol-5-yl)ethyl)-4-cyanobenzamide FC1(CCC(CC1)C(=O)N1CCC2=CC(=CC=C12)[C@@H](C)NC(C1=CC=C(C=C1)C#N)=O)F